ClC=1C=C(C=C(C1OCC(CCl)O)Cl)C(C)C 2-(3,5-dichloro-4-(3-Chloro-2-hydroxypropoxy)phenyl)propan